3-(5-((2-(3-(3-fluorophenoxy)azetidin-1-yl)cyclohexyl)oxy)-1-oxoisoindolin-2-yl)piperidine-2,6-dione FC=1C=C(OC2CN(C2)C2C(CCCC2)OC=2C=C3CN(C(C3=CC2)=O)C2C(NC(CC2)=O)=O)C=CC1